2,4,6-Trimethyltriazine CN1NC(=CC(=N1)C)C